(5-cyano-6-(1-methyl-1H-pyrazol-3-yl)pyridin-3-yl)-1-(isoquinolin-4-yl)-5-(trifluoromethyl)-1H-pyrazole-4-carboxamide C(#N)C=1C=C(C=NC1C1=NN(C=C1)C)C1=NN(C(=C1C(=O)N)C(F)(F)F)C1=CN=CC2=CC=CC=C12